[C@H]12CN(C[C@H](CC1)N2)C=2C1=C(N=CN2)NC(C1(C)C)=O 4-((1R,5S)-3,8-diazabicyclo[3.2.1]oct-3-yl)-5,5-dimethyl-5,7-dihydro-6H-pyrrolo[2,3-d]pyrimidin-6-one